tert-butyl (3,3-dimethylcyclobutyl)(pyrrolidin-3-yl)carbamate CC1(CC(C1)N(C(OC(C)(C)C)=O)C1CNCC1)C